2-(1-methylpiperidin-2-yl)-N-(1-(((3-methylpyridin-2-yl)oxy)methyl)cyclopropyl)acetamide CN1C(CCCC1)CC(=O)NC1(CC1)COC1=NC=CC=C1C